C(C)(C)(C)C1=C(OCC(=O)NC2=CC=C(C=C2)O)C=CC=C1 (2-(tert-butyl)phenoxy)-N-(4-hydroxyphenyl)acetamide